(1,1'-biphenyl)-4,4'-diyldivinylene C1(=CC=C(C=C1)C#C)C1=CC=C(C=C1)C#C